1-Methyl-4-(3'-(4'-methyl-3'-nitro-[1,1'-biphenyl]-4-yl)propyl)piperazine CN1CCN(CC1)CCCC1=CC=C(C=C1)C1=CC(=C(C=C1)C)[N+](=O)[O-]